ClC1=C(C=C(C=C1)C1=NN(C(=N1)CC(=O)NC1(CC1)C1=CC(=NC(=C1)C)C)CC1CC1)F 2-[3-(4-chloro-3-fluorophenyl)-1-(cyclopropylmethyl)-1H-1,2,4-triazol-5-yl]-N-[1-(2,6-dimethylpyridin-4-yl)cyclopropyl]acetamide